(2R)-2-[(5-chloro-8-hydroxy-3,3-dimethyl-1-oxo-4H-isochromene-7-carbonyl)amino]-3-phenylpropanoic acid ClC1=C2CC(OC(C2=C(C(=C1)C(=O)N[C@@H](C(=O)O)CC1=CC=CC=C1)O)=O)(C)C